4-Cyclopropyl-6-[[(3R)-1-ethyl-3-piperidyl]amino]-3-[2-hydroxy-4-(trifluoromethyl)phenyl]-1,2,4-triazin-5-one C1(CC1)N1C(=NN=C(C1=O)N[C@H]1CN(CCC1)CC)C1=C(C=C(C=C1)C(F)(F)F)O